(S)-N-(3-chloro-2,4-difluorophenyl)-N-methyl-2-oxo-3-(4-(trifluoromethyl)-6,7-dihydro-spiro[cyclopenta[B]pyridine-5,2'-[1,3]dithiolan]-2-yl)imidazolidine-4-carboxamide ClC=1C(=C(C=CC1F)N(C(=O)[C@H]1N(C(NC1)=O)C1=CC(=C2C(=N1)CCC21SCCS1)C(F)(F)F)C)F